N-propylidenepropylamine-N-oxide C(CC)=[N+](CCC)[O-]